ClC=1C=C(C(=C2C(N(CC12)[C@H]1C(NC(CC1)=O)=O)=O)F)CNC(OC1CC(C1)N1C(=NC2=C1C=CC=C2)C(F)(F)F)=O (1r,3r)-3-(2-(trifluoromethyl)-1H-benzo[d]imidazol-1-yl)cyclobutyl ((7-chloro-2-(2,6-dioxopiperidin-3-yl)-4-fluoro-3-oxoisoindolin-5-yl)methyl)carbamate